C(C)OC1=C(C=NC=C1)C1CN(C1)C(=O)[C@@H]1CC[C@H]2N1C([C@H](CCC2)NC(=O)C2=CC1=C(S2)C=CC(=C1)[C@@H](F)P(O)(O)=O)=O ((S)-(2-(((3S,6S,9aS)-3-(3-(4-ethoxypyridin-3-yl)azetidine-1-carbonyl)-5-oxooctahydro-1H-pyrrolo[1,2-a]azepin-6-yl)carbamoyl)benzo[b]thiophen-5-yl)fluoromethyl)phosphonic acid